N1(C=CC=C1)C=1C=CC(=NC1)C1=NC=CC=C1 5-(1H-pyrrol-1-yl)-2,2'-bipyridine